BrCCN(C(OC(C)(C)C)=O)C1=CC=2N(C=C1)C=NN2 tert-butyl N-(2-bromoethyl)-N-([1,2,4]triazolo[4,3-a]pyridin-7-yl)carbamate